(R) or (S)-4-(2-(6-methylpyridin-3-yl)pyrrolidin-1-yl)butanenitrile CC1=CC=C(C=N1)[C@@H]1N(CCC1)CCCC#N |o1:7|